(2S)-2-[9H-fluoren-9-ylmethoxycarbonyl(propyl)amino]-3-isopentyloxy-propanoic acid C1=CC=CC=2C3=CC=CC=C3C(C12)COC(=O)N([C@H](C(=O)O)COCCC(C)C)CCC